ethyl 3,3-dimethylacrylate CC(=CC(=O)OCC)C